C(C)(=O)N1CCC(CC1)NCC(C1=CC=CC=C1)C=1C=CC(=C(C1)C=1C(=CC=C(C1F)OCCOC)C#N)Cl 5'-(2-((1-acetylpiperidin-4-yl)amino)-1-phenylethyl)-2'-chloro-6-fluoro-5-(2-methoxyethoxy)-[1,1'-biphenyl]-2-carbonitrile